ClC1=CC=C(C=C1)[C@@]1(N(C(C2=CC(=CC(=C12)F)C(C)(C=C)O)=O)CC1=CC=C(C=N1)C#N)OCC1(CC1)CO 6-{[(1R)-1-(4-Chlorophenyl)-7-fluoro-5-(2-hydroxybut-3-en-2-yl)-1-{[1-(hydroxymethyl)cyclopropyl]methoxy}-3-oxo-2,3-dihydro-1H-isoindol-2-yl]methyl}pyridine-3-carbonitrile